1,8-dichloro-3-(5-(difluoromethyl)-1,3,4-thiadiazol-2-yl)-N-(1-(fluoromethyl)cyclopropyl)indolizine-6-sulfonamide ClC=1C=C(N2C=C(C=C(C12)Cl)S(=O)(=O)NC1(CC1)CF)C=1SC(=NN1)C(F)F